OC1=C(C=CC=C1)S(=O)(=O)C1=C(C=CC=C1)O bis-(hydroxyphenyl) sulfone